6-Benzyl-3,4-dimethyl-1-((4-nitrophenyl)sulfonyl)pyridin-2(1H)-one C(C1=CC=CC=C1)C1=CC(=C(C(N1S(=O)(=O)C1=CC=C(C=C1)[N+](=O)[O-])=O)C)C